C(C)C(O)C1=C(C=C(C(=C1)C1=NC=C(C=C1Cl)C(F)(F)F)F)Cl ethyl-[2-chloro-5-[3-chloro-5-(trifluoromethyl)-2-pyridinyl]-4-fluoro-phenyl]methanol